COC1([C@H]2[C@@H]3[C@H](N(C[C@@H]3[C@@H]1C=C2)C(=O)OC(C)(C)C)C(=O)OC)OC 4-tert-butyl 3-methyl (1R,2R,3S,6S,7S)-10,10-dimethoxy-4-azatricyclo[5.2.1.0^{2,6}]dec-8-ene-3,4-dicarboxylate